N1C(=CC2=CC=CC=C12)C#N 1H-indol-2-carbonitrile